C(C=C)(=O)N1CCN(CC1)C1=C(C=NC2=C(C(=C(C=C12)Cl)C1=CC=C(C2=C1N=C(S2)N)F)OC)C#N 4-(4-Acryloylpiperazin-1-yl)-7-(2-amino-7-fluorobenzo[d]thiazol-4-yl)-6-chloro-8-methoxyquinoline-3-Nitrile